NC=1N(C(=CC1)C)C1=C2C=NNC2=CC(=C1Cl)OCC1(CC1)N 2-Amino-6-((1-aminocyclopropyl)methoxy)-1-(5-chloro-1H-indazol-4-yl)-5-methyl-1H-pyrrole